N1=NC(=NN=C1)C1=CC=C(CNC(CCCC(=O)O)=O)C=C1 5-((4-(1,2,4,5-Tetrazin-3-yl)benzyl)amino)-5-oxopentanoic acid